Glyceryl monooleate (2,3-dihydroxypropyl oleate) OC(CC(C(=O)O)CCCCCC\C=C/CCCCCCCC)CO.C(CCCCCCC\C=C/CCCCCCCC)(=O)OCC(O)CO